S1C(=CC=C1)S(=O)(=O)N1CCCCC1 1-(thiophen-2-ylsulfonyl)piperidine